C(C)OP(=O)(OCC)CCCCCCCCCCCOC1=C(C(=C(C=C1)C1CCOCC1)F)F 4-[4-(11-Diethoxyphosphorylundecoxy)-2,3-Difluoro-Phenyl]Tetrahydropyran